(1R,2S,5S)-N-[cyano-(2-oxo-1H-quinolin-4-yl)methyl]-3-[(2S)-3,3-dimethyl-2-[(2,2,2-trifluoroacetyl)amino]butanoyl]-6,6-dimethyl-3-azabicyclo[3.1.0]hexane-2-carboxamide C(#N)C(NC(=O)[C@@H]1[C@H]2C([C@H]2CN1C([C@H](C(C)(C)C)NC(C(F)(F)F)=O)=O)(C)C)C1=CC(NC2=CC=CC=C12)=O